C1(=C(C=CC=C1)C1=C(C2=C([Se]C3=C2C=CC=C3)C=C1)C=1C(=C(C=CC1)C1=CC=CC=C1)C1=NN=NC(=C1C1=C(C=CC=C1)C1=CC=CC=C1)C1=CC=CC=C1)C1=CC=CC=C1 [(biphenylyl)dibenzoselenophenyl][phenyl-(biphenylyl)triazinyl]biphenyl